N-methyl-1-(6-(3-methyl-1H-pyrrolo[2,3-b]pyridin-5-yl)isochroman-8-yl)cyclopropan-1-amine CNC1(CC1)C=1C=C(C=C2CCOCC12)C=1C=C2C(=NC1)NC=C2C